FC=1C=C(C=C(C1)F)C1=NC=CC(=C1OC(F)(F)F)CC(=O)N[C@@H]1[C@H](CCCC1(F)F)O[C@@H]1[C@@H](CN(CC1)C(=O)OC(C)(C)C)F tert-Butyl (3R,4S)-4-(((1S,2R)-2-(2-(2-(3,5-difluorophenyl)-3-(trifluoromethoxy)pyridin-4-yl)acetamido)-3,3-difluorocyclohexyl)oxy)-3-fluoropiperidine-1-carboxylate